4-((2-acrylamidophenyl)amino)-N-(2-chloro-4-cyano-6-methylphenyl)-2-((4-(4-methylpiperazin-1-yl)phenyl)amino)pyrimidine-5-carboxamide C(C=C)(=O)NC1=C(C=CC=C1)NC1=NC(=NC=C1C(=O)NC1=C(C=C(C=C1C)C#N)Cl)NC1=CC=C(C=C1)N1CCN(CC1)C